5-(2-chloro-5-(isobutyrylaminomethyl)benzoylamino)-N-(4-fluorobenzyl)-1-(2,2,2-trifluoroethyl)-1H-indole-2-carboxamide ClC1=C(C(=O)NC=2C=C3C=C(N(C3=CC2)CC(F)(F)F)C(=O)NCC2=CC=C(C=C2)F)C=C(C=C1)CNC(C(C)C)=O